C(#N)C1=CNC2=C(C=CC(=C12)C)NS(=O)(=O)C=1SC(=CN1)CCO N-(3-cyano-4-methyl-1H-indol-7-yl)-5-(2-hydroxyethyl)thiazole-2-sulfonamide